N-tert-butyl-1-(3,5-dichlorophenyl)-7-(5-cyano-3-pyridyl)-6-methoxy-N-methyl-4H-indeno[1,2-c]pyrazole-3-carboxamide C(C)(C)(C)N(C(=O)C=1C2=C(N(N1)C1=CC(=CC(=C1)Cl)Cl)C1=CC(=C(C=C1C2)OC)C=2C=NC=C(C2)C#N)C